NC=1C=C(SC1)CNC(=O)[C@H]1N(CC2(OCCO2)C1)C(CNC(C1=CC=C(C=C1)OC1=CC=C(C=C1)F)=O)=O (S)-N-((4-aminothiophen-2-yl)methyl)-7-((4-(4-fluorophenoxy)benzoyl)glycyl)-1,4-dioxa-7-azaspiro[4.4]nonane-8-carboxamide